ethyl 2-((2S,3R)-3-((tert-butyldimethylsilyl)oxy)-2-(cyclopentyloxy)-3-(3-methoxy-4-vinylphenyl)propyl)-6-methoxybenzo[d]thiazole-4-carboxylate [Si](C)(C)(C(C)(C)C)O[C@@H]([C@H](CC=1SC=2C(N1)=C(C=C(C2)OC)C(=O)OCC)OC2CCCC2)C2=CC(=C(C=C2)C=C)OC